IC=1N=CC(=NC1)N1CCC2([C@@H](C=3N(N=CC3)C2)N)CC1 (S)-1-(5-iodopyrazin-2-yl)-4'H,6'H-spiro[piperidine-4,5'-pyrrolo[1,2-b]pyrazol]-4'-amine